ClC1=NC=CC2=CC(=CC=C12)C=1C=NC2=CC=C(C=C2N1)C(=O)N1CCCCC1 (3-(1-chloroisoquinolin-6-yl)quinoxalin-6-yl)(piperidin-1-yl)methanone